BrC1=CC=C2[C@@]3(CC=4C(=NOC4C2=C1)N)[C@@H](C3)C (1S,2R)-8'-bromo-2-methyl-4'H-spiro[cyclopropane-1,5'-naphtho[2,1-d]isoxazol]-3'-amine